4-ethyl-3,5-octanediol di-n-butyl-benzoate C(CCC)C=1C(=C(C(=O)O)C=CC1)CCCC.C(C)C(C(CC)O)C(CCC)O